4-[4-[(4,4-dimethyl-1,3-dihydroisoquinolin-2-yl)methyl]-1-piperidyl]-N-[3-nitro-4-(tetrahydropyran-4-ylmethylamino)phenyl]sulfonyl-2-(1H-pyrrolo[2,3-b]pyridin-5-yloxy)benzamide CC1(CN(CC2=CC=CC=C12)CC1CCN(CC1)C1=CC(=C(C(=O)NS(=O)(=O)C2=CC(=C(C=C2)NCC2CCOCC2)[N+](=O)[O-])C=C1)OC=1C=C2C(=NC1)NC=C2)C